ClC1=CC=C2C(=NC=3N(C2=C1)C=NN3)N(C=3C=C(C=CC3)CC(C#C)(O)C3CC3)C (3-((8-chloro-[1,2,4]triazolo[4,3-a]quinazolin-5-yl)(methyl)amino)phenyl)-2-cyclopropylbut-3-yn-2-ol